cyclohexan-1,2-dione C1(C(CCCC1)=O)=O